O.O.O.O.N(=NC(C)(C)C(NCCC(=O)O)=N)C(C)(C)C(NCCC(=O)O)=N 2,2'-azobis{2-[N-(2-carboxyethyl)amidino]propane} tetrahydrate